benzyl (2S)-4-cyclopropyl-2-(4-(methoxycarbonyl)phenyl)piperidine-1-carboxylate C1(CC1)C1C[C@H](N(CC1)C(=O)OCC1=CC=CC=C1)C1=CC=C(C=C1)C(=O)OC